glycero-3-phosphocholine OCC(O)COP(=O)([O-])OCC[N+](C)(C)C